PYRIDAZINE-3-CARBALDEHYDE N1=NC(=CC=C1)C=O